3-((4-(ethylsulfonyl)benzyl)carbamoyl)benzoic acid C(C)S(=O)(=O)C1=CC=C(CNC(=O)C=2C=C(C(=O)O)C=CC2)C=C1